C(C1=CC=CC=C1)(=O)C1(NC(N([C@H]2C[C@H](O)[C@@H](COC(C3=CC=C(C=C3)OC)(C3=CC=C(C=C3)OC)C3=CC=CC=C3)O2)C=C1)=O)N 4-Benzoyl-5'-O-(4,4'-dimethoxytrityl)-2'-deoxycytidine